2-[(2-p-menthyloxy)ethoxy]ethanol C1(C(CC(CC1)C(C)C)OCCOCCO)C